(3'-(4,6-Diphenyl-1,3,5-triazin-2-yl)-5'-(phenanthren-9-yl)-[1,1'-biphenyl]-3-yl)diethylphosphine oxide C1(=CC=CC=C1)C1=NC(=NC(=N1)C1=CC=CC=C1)C=1C=C(C=C(C1)C=1C2=CC=CC=C2C=2C=CC=CC2C1)C1=CC(=CC=C1)P(CC)(CC)=O